5-{2-[5-bromo-2-(7-methylquinoline-8-sulfonamido)phenyl]ethynyl}pyridine-2-carboxylic acid BrC=1C=CC(=C(C1)C#CC=1C=CC(=NC1)C(=O)O)NS(=O)(=O)C=1C(=CC=C2C=CC=NC12)C